ClC1=CC(=C(C(=C1)F)NC=1N(C2=NC(=NC=C2N1)N[C@H]1C[C@@H](CC1)O)C1CCC(CC1)C(=O)N)F (1S,4s)-4-(8-(4-chloro-2,6-difluorophenylamino)-2-((1R,3R)-3-hydroxycyclopentylamino)-9H-purin-9-yl)cyclohexanecarboxamide